C(C1=CC=CC=C1)N1C(NN=C1CC=1N2C(SC1)=NC(=C2)C2=CC=C(C=C2)F)=S 4-Benzyl-5-((6-(4-fluorophenyl)imidazo[2,1-b]thiazol-3-yl)methyl)-2,4-dihydro-3H-1,2,4-triazol-3-thion